1-((1s,3s)-3-fluorocyclobutyl)-3-[[2-(2,2,2-trifluoroethoxy)pyridin-4-yl]methyl]urea FC1CC(C1)NC(=O)NCC1=CC(=NC=C1)OCC(F)(F)F